COC(C1=NC(=C(C=C1)Br)F)=O 5-bromo-6-fluoropicolinic acid methyl ester